5-amino-N-(2-cyclopropyl-5,8-dihydro-6H-pyrano[3,4-b]pyridin-5-yl)-N-methyl-1-((2-(trimethylsilyl)ethoxy)methyl)-6,8-dihydro-1H-furo[3,4-d]pyrrolo[3,2-b]pyridine-2-carboxamide NC1=C2C(=C3C(=N1)C=C(N3COCC[Si](C)(C)C)C(=O)N(C)C3COCC1=NC(=CC=C13)C1CC1)COC2